tert-butyl 2-(hydroxymethyl)-3-methyl-1H-indole-1-carboxylate OCC=1N(C2=CC=CC=C2C1C)C(=O)OC(C)(C)C